O=C1NC(CCC1N1C(C2=CC=CC(=C2C1=O)SCC=1N=NN(C1)CC(=O)N)=O)=O 2-(4-(((2-(2,6-dioxopiperidin-3-yl)-1,3-dioxoisoindolin-4-yl)thio)methyl)-1H-1,2,3-triazol-1-yl)acetamide